(7S,13R)-13-(difluoromethyl)-9-(2,6-difluorophenyl)-4,7-dimethyl-16-thia-2,3,5,8-tetraazatetracyclo[8.6.0.02,6.011,15]hexadeca-1(10),3,5,8,11(15)-pentaene FC([C@@H]1CC=2C=3C(=N[C@H](C4=NC(=NN4C3SC2C1)C)C)C1=C(C=CC=C1F)F)F